1-tert-butyl 4-{2-[4-fluoro-2-({[3-fluoro-4-(propan-2-yl)phenyl](phenyl)methyl}carbamoyl)pyrrolidin-1-yl]-2-oxoethyl} piperazine-1,4-dicarboxylate N1(CCN(CC1)C(=O)OCC(=O)N1C(CC(C1)F)C(NC(C1=CC=CC=C1)C1=CC(=C(C=C1)C(C)C)F)=O)C(=O)OC(C)(C)C